10-hydroxy-4,8-dimethylundec-4-enal OC(CC(CCC=C(CCC=O)C)C)C